BrCC=1C(=CC(=NC1)C(=O)NC)OC 5-(bromomethyl)-4-methoxy-N-methylpicolinamide